COCCNC1=NC=C(C=N1)C=1C=C2C=CC(=NC2=CC1)C N-(2-methoxyethyl)-5-(2-methylquinolin-6-yl)pyrimidin-2-amine